dimethylphosphine oxide trifluoroacetate FC(C(=O)O)(F)F.CP(C)=O